N-(1-methylpiperidin-4-yl)-5-(3-(piperidine-1-carbonyl)pyrazolo[1,5-a]pyridin-7-yl)nicotinamide CN1CCC(CC1)NC(C1=CN=CC(=C1)C1=CC=CC=2N1N=CC2C(=O)N2CCCCC2)=O